(2R,4aR)-10-Bromo-11-chloro-9-fluoro-2-methyl-5-oxo-1,2,4,4a,5,6-hexahydro-3H-pyrazino[1',2':4,5]pyrazino[2,3-c]quinoline-3-carboxylate BrC=1C(=CC=2C3=C(C=NC2C1F)NC([C@@H]1N3C[C@H](N(C1)C(=O)[O-])C)=O)Cl